CN(C1=C(C=CC(=C1F)F)[C@H]1CO[C@]([C@H]1C)(C(F)(F)F)C)C (2R,3S,4S,5R)-3-(2-(dimethylamino)-3,4-difluorophenyl)-4,5-dimethyl-5-(trifluoromethyl)tetrahydrofuran